1-((8-(2,2'-Dichloro-3'-(5-((2-hydroxyethylamino)methyl)-1-methyl-2-oxo-1,2-dihydropyridin-3-carboxamido)biphenyl-3-ylamino)-1,7-naphthyridin-3-yl)methyl)azetidin ClC1=C(C=CC=C1NC=1N=CC=C2C=C(C=NC12)CN1CCC1)C1=C(C(=CC=C1)NC(=O)C=1C(N(C=C(C1)CNCCO)C)=O)Cl